CN(C(=O)C1=CC2=C(N=C(S2)N[C@@H]2C[C@H](C[C@H]2O)NC(OC(C)(C)C)=O)C=C1)C tert-butyl ((1R,3R,4R)-3-((6-(dimethylcarbamoyl)benzo[d]thiazol-2-yl)amino)-4-hydroxycyclopentyl)carbamate